CC1=C(C=CC(=C1C=1N=CN(C1)C)NC1CCC(CC1)C(F)(F)F)S(=O)(=O)N methyl-3-(1-methyl-1H-imidazol-4-yl)-4-(((1r,4r)-4-(trifluoromethyl)cyclohexyl)amino)benzenesulfonamide